2,3-dihydroxypropyl-12-hydroxyoctadec-9-enoate OC(COC(CCCCCCCC=CCC(CCCCCC)O)=O)CO